sodium manganese (I) Water O.[Mn+].[Na+]